5-[2,2-Difluoro-1-(5-fluoro-2-pyridyl)ethoxy]-7-[5-methyl-1-(4-piperidyl)triazol-4-yl]imidazo[1,2-a]pyridine-3-carbonitrile di-HCl Cl.Cl.FC(C(OC1=CC(=CC=2N1C(=CN2)C#N)C=2N=NN(C2C)C2CCNCC2)C2=NC=C(C=C2)F)F